(R)-2-(3-fluoro-phenyl)-2-hydroxy-propionic acid methyl ester COC([C@](C)(O)C1=CC(=CC=C1)F)=O